copper-cobalt-silver [Ag].[Co].[Cu]